NNC(C(=O)N)=O aminooxalyl-diamine